CC(=C[C@@H](C)OC(C)=O)CCC=C(C)C |r| (+/-)-cis-acetic acid 4,8-dimethyl-3,7-nonadien-2-yl ester